BrC=1C=CC(=C(C1)C(=O)P1(OC2=C(CC3=C(O1)C(=CC(=C3)C)C(C)(C)C)C=C(C=C2C(C)(C)C)C)=O)C (5-bromo-2-methyl-phenyl)(4,8-di-tert-butyl-2,10-dimethyl-6-oxido-12H-dibenzo[d,g][1,3,2]dioxaphosphocin-6-yl)methanone